FC(OC=1C=C(C=CC1)CNC1=NC=C(C=N1)C=1N=NN(C1)CC(=O)OCC)(F)F ethyl 2-{4-[2-({[3-(trifluoromethoxy)phenyl]methyl}amino)pyrimidin-5-yl]-1H-1,2,3-triazol-1-yl}acetate